bis[di(prop-2-yl)amino]benzamide (2S,3R)-5,7-bis(benzyloxy)-2-(3,4,5-tris(benzyloxy)phenyl)chroman-3-yl-3,4-bis(benzyloxy)-5-(difluoromethoxy)benzoate C(C1=CC=CC=C1)OC1=C2C[C@H]([C@@H](OC2=CC(=C1)OCC1=CC=CC=C1)C1=CC(=C(C(=C1)OCC1=CC=CC=C1)OCC1=CC=CC=C1)OCC1=CC=CC=C1)OC(C1=CC(=C(C(=C1)OC(F)F)OCC1=CC=CC=C1)OCC1=CC=CC=C1)=O.CC(C)N(C(C)C)C=1C(=C(C(=O)N)C=CC1)N(C(C)C)C(C)C